N-((1R,2R,4S)-7-cyano-7-azabicyclo[2.2.1]heptan-2-yl)-2-(5,6,7,8-tetrahydro[1]benzothieno[2,3-d]pyrimidin-4-ylsulfanyl)acetamide C(#N)N1[C@H]2[C@@H](C[C@@H]1CC2)NC(CSC=2C1=C(N=CN2)SC2=C1CCCC2)=O